OCC12CCC(C1)(C2)C(=O)OC methyl 4-(hydroxymethyl)bicyclo[2.1.1]hexane-1-carboxylate